C1(CC1)C=1SC=CC1 cyclopropylthiophen